4-(2-nitrobutyl)-morpholine [N+](=O)([O-])C(CN1CCOCC1)CC